tert-butyl 2-(5-bromo-3-cyanopyridin-2-yl)-2,7-diazaspiro[3.5]nonane-7-carboxylate BrC=1C=C(C(=NC1)N1CC2(C1)CCN(CC2)C(=O)OC(C)(C)C)C#N